5-methyl-4,5,6,7-tetrahydro-1H-pyrrolo[3,2-c]pyridine-2-carboxylic acid CN1CC2=C(CC1)NC(=C2)C(=O)O